tert-butyl 4-[[2-[1-(2,6-dioxo-3-piperidyl)-3-methyl-2-oxo-benzimidazol-5-yl]-2-azaspiro[3.3]heptan-6-yl]methyl]piperidine-1-carboxylate O=C1NC(CCC1N1C(N(C2=C1C=CC(=C2)N2CC1(C2)CC(C1)CC1CCN(CC1)C(=O)OC(C)(C)C)C)=O)=O